C(C)(C)(C)OC(N[C@@H]1CCCC12CCN(CC2)C2=NC(=CC(=N2)C#N)C)=O (R)-(8-(4-cyano-6-methylpyrimidin-2-yl)-8-azaspiro[4.5]decan-1-yl)carbamic acid tert-butyl ester